FC(C=1N=CC(=NC1)N1CCN(CC1)C(=O)OC(C)(C)C)(F)F tert-butyl 4-(5-(trifluoromethyl)pyrazine-2-yl)piperazine-1-carboxylate